NC=1C=CC(=NC1)N1N=C(C(=C1)C1=CN=C(N1C)C(=O)NC1=CC(=C(C(=O)N2CCN(CC2)C(=O)C2CCN(CC2)C(=O)OC(C)(C)C)C=C1)Cl)C(F)(F)F tert-Butyl 4-(4-(4-(5-(1-(5-aminopyridin-2-yl)-3-(trifluoromethyl)-pyrazol-4-yl)-1-methyl-imidazole-2-carboxamido)-2-chlorobenzoyl)piperazine-1-carbonyl)piperidine-1-carboxylate